N-(1-Methyl-3-(1'-Methyl-1',2',4,5-Tetrahydro-2H-Spiro[Furan-3,4'-Pyrido[3,2-d][1,3]Oxazin]-6'-yl)-1H-Pyrrolo[2,3-c]Pyridin-5-yl)Acetamide CN1C=C(C=2C1=CN=C(C2)NC(C)=O)C=2C=CC=1N(COC3(C1N2)COCC3)C